N-Methyl-O-(4,4,5,5,5-pentafluoropentyl)-N-(4-n-propylamino-6-prop-2-ynylamino-[1,3,5]triazin-2-yl)-hydroxylamine CN(OCCCC(C(F)(F)F)(F)F)C1=NC(=NC(=N1)NCCC)NCC#C